Cl.N[C@H](C#N)[C@@H]1CCC(CCC1)(F)F (S)-2-amino-2-((S)-4,4-difluorocycloheptyl)acetonitrile hydrochloride